(S or R)-4-(phenyl-(p-tolyl)methyl)piperidine C1(=CC=CC=C1)[C@H](C1CCNCC1)C1=CC=C(C=C1)C |o1:6|